C12N(CC(NC1)CC2)C2=C1C(N(C(C1=C(C(=C2F)F)F)=O)C2C(NC(CC2)=O)=O)=O 4-(2,5-diazabicyclo[2.2.2]octan-2-yl)-2-(2,6-dioxopiperidin-3-yl)-5,6,7-trifluoroisoindoline-1,3-dione